C1(CC1)C1=CC=CC=2NC(=NC21)C(=O)[O-] 4-cyclopropyl-1H-benzo[d]imidazole-2-carboxylate